N(=[N+]=[N-])CCCCCC(=O)N1CCN(CC1)C(=O)NNC(=O)OCCCC butyl 2-(4-(6-azidohexanoyl)piperazine-1-carbonyl)hydrazine-1-carboxylate